4-(4-fluoropyrazol-1-yl)cyclohexanol FC=1C=NN(C1)C1CCC(CC1)O